(Z)-S-(2-(N-((4-amino-2-methylpyrimidin-5-yl)methyl)formamido)-5-(phosphonooxy)pent-2-en-3-yl)4-chlorobenzothioate NC1=NC(=NC=C1CN(C=O)C(C)=C(CCOP(=O)(O)O)\S=C(\C1=CC=C(C=C1)Cl)/[O-])C